3-(5-(1-(benzo[d]thiazol-6-ylmethyl)piperidin-4-yl)-4,6-difluoro-1-oxoisoindolin-2-yl)piperidine-2,6-dione S1C=NC2=C1C=C(C=C2)CN2CCC(CC2)C=2C(=C1CN(C(C1=CC2F)=O)C2C(NC(CC2)=O)=O)F